NC1=C2C(=NC=N1)N(N=C2C2=CC(=C(C=C2)OC2=CC=CC=C2)F)C2CCN(CC2)C2CCN(CC2)C2CN(C2)C=2C=C1C(N(C(C1=CC2)=O)C2C(NC(CC2)=O)=O)=O 5-(3-(4-(4-amino-3-(3-fluoro-4-phenoxyphenyl)-1H-pyrazolo[3,4-d]pyrimidin-1-yl)-[1,4'-bipiperidin]-1'-yl)azetidin-1-yl)-2-(2,6-dioxopiperidin-3-yl)isoindoline-1,3-dione